ClC=1C=CC2=C(CC3(CC=4N2C(=NN4)C4CN(C4)C4=NC=CC=N4)OCCO3)C1 8'-chloro-1'-[1-(pyrimidin-2-yl)azetidin-3-yl]-4'H,6'H-spiro[1,3-dioxolan-2,5'-[1,2,4]triazolo[4,3-a][1]benzazepine]